C(CCCCCCCCCCC)(=O)NCCCNCCCC lauramidopropyl-butylamine